4-[(2S,5R)-4-[bis(4-Fluorophenyl)methyl]-2,5-dimethylpiperazin-1-yl]-1-methyl-2-oxo-1,2-dihydrochinolin-6-carbonitril FC1=CC=C(C=C1)C(N1C[C@@H](N(C[C@H]1C)C1=CC(N(C2=CC=C(C=C12)C#N)C)=O)C)C1=CC=C(C=C1)F